2-{[(5-methyl-3H-imidazol-4-yl)methyl]sulfanyl}-3H,5H,6H,7H-cyclopenta[d]pyrimidin-4-one formate salt C(=O)O.CC1=C(NC=N1)CSC=1NC(C2=C(N1)CCC2)=O